2,5-Dioxopyrrolidin-1-yl N-[4-(11,12-didehydrodibenzo[b,f]azocin-5(6H)-yl)-4-oxobutanoyl]glycylglycyl-L-isoleucyl-N5-carbamoyl-L-ornithinate C1=CC=CC=2N(CC3=C(C#CC21)C=CC=C3)C(CCC(=O)NCC(=O)NCC(=O)N[C@@H]([C@@H](C)CC)C(=O)N[C@@H](CCCNC(N)=O)C(=O)ON3C(CCC3=O)=O)=O